3-(5-(1-(4-((4'-chloro-[1,1'-biphenyl]-2-yl)methyl)piperazin-1-yl)cyclopentyl)-1-oxoisoindolin-2-yl)piperidine-2,6-dione ClC1=CC=C(C=C1)C1=C(C=CC=C1)CN1CCN(CC1)C1(CCCC1)C=1C=C2CN(C(C2=CC1)=O)C1C(NC(CC1)=O)=O